(1aSR,3RS,7bSR)-4',5-dichloro-2'-(methylthio)-1,1a,2,5',7b,8'-hexahydrospiro[cyclopropa[a]naphthalene-3,7'-pyrano[4,3-d]pyrimidine] ClC=1C2=C(N=C(N1)SC)C[C@]1(OC2)C[C@H]2[C@@H](C3=CC=C(C=C31)Cl)C2 |r|